FC(C=1C(=C(C=CC1)[C@@H](C)NC=1C2=C(N=C(N1)C)CN(C2)C(=O)OC(C)(C)C)F)F tert-butyl (R)-4-((1-(3-(difluoromethyl)-2-fluorophenyl)ethyl)amino)-2-methyl-5,7-dihydro-6H-pyrrolo[3,4-d]pyrimidine-6-carboxylate